C1(CC1)C1=CN=C(C(=N1)C(=O)[O-])NC1=C(C(=CC=C1)C1CCOCC1)CCC(F)F 6-cyclopropyl-3-((2-(3,3-difluoropropyl)-3-(tetrahydro-2H-pyran-4-yl)phenyl)amino)pyrazine-2-carboxylate